[Si](C)(C)(C(C)(C)C)OC1=CC=C2C=CC=C(C2=C1)C1(CC1)C=1C(=C(C(=O)N)C=C(C1)OCC1N(CC1)C)C (1-(7-((tert-butyldimethylsilyl)oxy)naphthalen-1-yl)cyclopropyl)-2-methyl-5-((1-methylazetidin-2-yl)methoxy)benzamide